(S)-5-chloro-3-methyl-3-((2-phenyl-1H-indol-3-yl)methyl)-2,3-dihydro-1H-inden-1-one ClC=1C=C2[C@](CC(C2=CC1)=O)(CC1=C(NC2=CC=CC=C12)C1=CC=CC=C1)C